(2R,3S,4S,5R,6R)-6-(acetoxymethyl)tetrahydro-2H-pyran C(C)(=O)OC[C@H]1CCCCO1